CC(CO)CC(CCCC(CCCCC(C)C)C)C 2,4,8,13-Tetramethyltetradecan-1-ol